dihydro-1H-spiro(isoquinoline-4,4'-piperidine) N1CCC2(CC1)CNCC1=CC=CC=C12